O[C@H]1[C@@H](N(C[C@H]1O)C(=O)OC(C)(C)C)C(=O)OC 1-(tert-Butyl) 2-methyl (2R,3S,4R)-3,4-dihydroxypyrrolidine-1,2-dicarboxylate